4-amino-9-fluoroimidazo[1,5-a]quinoxaline-8-carboxylic acid NC=1C=2N(C3=C(C(=CC=C3N1)C(=O)O)F)C=NC2